N[C@@H]1CN(CC[C@H]1F)C1=NC2=C(N1CC(=O)N1C(COCC1C)C)C=C(C=C2)F 2-(2-((3R,4R)-3-amino-4-fluoropiperidin-1-yl)-6-fluoro-1H-benzo[d]imidazol-1-yl)-1-(3,5-dimethylmorpholino)ethan-1-one